ClC=1C=CC(=C(C1)NC(=O)NC1CN(C(C1)=O)C=1C=CC=C2C=CC=NC12)C 1-(5-chloro-2-methylphenyl)-3-(5-oxo-1-quinolin-8-ylpyrrolidin-3-yl)urea